C1OC(N2[C@@H]1CNCC2)=O (R)-hexahydro-3H-oxazolo[3,4-a]pyrazin-3-one